diethyl 7-bromo-2-methylpyrazolo[1,5-a]pyridine-3,5-dicarboxylate BrC1=CC(=CC=2N1N=C(C2C(=O)OCC)C)C(=O)OCC